C(CCCCCCCCCCCCCCCCCCCCCCCCC)C(O)(C[N+](C)(C)C)CC([O-])=O Hexacosanyl-carnitine